3-benzoyl-1-((2R,3R,4R,5R)-5-((bis(4-methoxyphenyl)(phenyl)methoxy)methyl)-4-((tert-butyldimethylsilyl)oxy)-3-(ethylthio)tetrahydrofuran-2-yl)pyrimidine-2,4(1H,3H)-dione C(C1=CC=CC=C1)(=O)N1C(N(C=CC1=O)[C@@H]1O[C@@H]([C@H]([C@H]1SCC)O[Si](C)(C)C(C)(C)C)COC(C1=CC=CC=C1)(C1=CC=C(C=C1)OC)C1=CC=C(C=C1)OC)=O